tert-butyl (R)-3-(dimethylamino)pyrrolidine-1-carboxylate CN([C@H]1CN(CC1)C(=O)OC(C)(C)C)C